C(C)(C)C12C3C(C(C=C1)C2)C(NC3=O)=O isopropyl-5-norbornene-2,3-dicarboximide